3-[(2,5-diisopropylphenoxy)methyl]-1H-1,2,4-triazole-5(4H)-thione C(C)(C)C1=C(OCC2=NNC(N2)=S)C=C(C=C1)C(C)C